C(C1=CC=CC=C1)O[C@H]1[C@@H](O[C@@H]([C@H]1OCC1=CC=CC=C1)COCC1=CC=CC=C1)C[C@@H]1N([C@@H](OC1=O)C(C)(C)C)C(=O)OCC1=CC=CC=C1 benzyl (2S,4S)-4-(((2S,3S,4R,5R)-3,4-bis(benzyloxy)-5-((benzyloxy) methyl) tetrahydrofuran-2-yl) methyl)-2-(tert-butyl)-5-oxooxazolidine-3-carboxylate